Tert-butyl-4-[6-fluoro-2-(4-fluorophenyl)-3-(pyridin-4-yl)-3H-imidazo[4,5-b]Pyridin-5-yl]Piperazine C(C)(C)(C)N1CCN(CC1)C1=C(C=C2C(=N1)N(C(=N2)C2=CC=C(C=C2)F)C2=CC=NC=C2)F